1-[6-(trifluoromethyl)pyridin-2-yl]piperidine-4-carboxamide FC(C1=CC=CC(=N1)N1CCC(CC1)C(=O)N)(F)F